4-(morpholine-4-carbonyl)benzenesulfonamide N1(CCOCC1)C(=O)C1=CC=C(C=C1)S(=O)(=O)N